OS(=O)(=O)C(F)(F)F.COC(=O)C1=NC(=NC=C1)N1CC2(CNC2)CC1 6-(4-(methoxycarbonyl)pyrimidin-2-yl)-2,6-diazaspiro[3.4]octane triflate salt